6-(3-Aminoazetidin-1-yl)-N-(3-chloro-2-fluorophenyl)-7-methoxypyrido[3,2-d]pyrimidin-4-amine NC1CN(C1)C=1C(=CC=2N=CN=C(C2N1)NC1=C(C(=CC=C1)Cl)F)OC